3-bromo-4-(1-((tetrahydro-2H-pyran-2-yl)oxy)ethyl)pyridine BrC=1C=NC=CC1C(C)OC1OCCCC1